5-glucopyranosyloxy-3',4',7-trihydroxyneoflavone C1([C@H](O)[C@@H](O)[C@H](O)[C@H](O1)CO)OC1=C2C(=CC(OC2=CC(=C1)O)=O)C1=CC(=C(C=C1)O)O